(3R,5R)-1-[5-(6-methoxy-1,3-benzothiazol-2-yl)pyridin-2-yl]piperidine-3,5-diol COC1=CC2=C(N=C(S2)C=2C=CC(=NC2)N2C[C@@H](C[C@H](C2)O)O)C=C1